(Z)-3-(4-(eicosyloxy)phenyl)-2-(4'-(pyridin-4-yl)-[1,1'-biphenyl]-4-yl)acrylonitrile C(CCCCCCCCCCCCCCCCCCC)OC1=CC=C(C=C1)\C=C(/C#N)\C1=CC=C(C=C1)C1=CC=C(C=C1)C1=CC=NC=C1